CC(C#CC)O pent-3-yn-2-ol